C(C)(=O)NC1=CC2=C(C=N1)C1(CN2C2=NC(=CC=C2)C(C)(F)F)CCN(CC1)C(=O)OC(C)(C)C tert-butyl 6'-acetamido-1'-(6-(1,1-difluoroethyl) pyridin-2-yl)-1',2'-dihydrospiro[piperidine-4,3'-pyrrolo[3,2-c]pyridine]-1-carboxylate